5-cyano-N-{4-fluoro-3-[5-(propan-2-yl)-2H-pyrazolo[3,4-b]pyridin-2-yl]phenyl}pyridine C(#N)C=1C=CCN(C1)C1=CC(=C(C=C1)F)N1N=C2N=CC(=CC2=C1)C(C)C